FC(S(=O)(=O)OC1=NN(C(C2=CC=CC=C12)=O)C1=C(C=CC=C1F)F)(F)F 3-(2,6-difluorophenyl)-4-oxo-3,4-dihydrophthalazin-1-yl trifluoro-methanesulfonate